COC=1C=CC(=C2C=CC=NC12)N[C@@H]1CNCC1 (3S)-3-[(8-methoxy-5-quinolyl)amino]Pyrrolidine